1-bromo-4-iodo-2-methyl-benzene BrC1=C(C=C(C=C1)I)C